2-Amino-4-(4-methoxy-3-methylphenyl)-quinoline NC1=NC2=CC=CC=C2C(=C1)C1=CC(=C(C=C1)OC)C